glycolylaspartic acid C(CO)(=O)N[C@@H](CC(=O)O)C(=O)O